(2-amino-6-(2-methyl-3-(trifluoromethyl)phenyl)imidazo[1,2-a]pyridin-3-yl)((1s,2s)-2-fluorocyclopropyl)methanone NC=1N=C2N(C=C(C=C2)C2=C(C(=CC=C2)C(F)(F)F)C)C1C(=O)[C@H]1[C@H](C1)F